P-(4-(5-(chlorodifluoromethyl)-1,2,4-oxadiazol-3-yl)benzyl)-P-methyl-N-(pyridin-3-yl)phosphinic amide ClC(C1=NC(=NO1)C1=CC=C(CP(NC=2C=NC=CC2)(=O)C)C=C1)(F)F